2-Chloro-N-[4-[4-[6-chloro-4-(trifluoromethyl)-2-pyridyl]piperazin-1-yl]sulfonylphenyl]acetamide ClCC(=O)NC1=CC=C(C=C1)S(=O)(=O)N1CCN(CC1)C1=NC(=CC(=C1)C(F)(F)F)Cl